(R)-N-((R/S)-1-(3-(difluoromethyl)-2-methylphenyl)ethyl)-2-methylpropane-2-sulfinamide FC(C=1C(=C(C=CC1)[C@@H](C)N[S@](=O)C(C)(C)C)C)F |&1:8|